FC1(CCN(CC1)C1=NC=C(C=N1)OC)C(=O)N1CCOC2=C(C1)C=NC=C2C#N 4-[4-fluoro-1-(5-methoxypyrimidin-2-yl)piperidine-4-carbonyl]-3,5-dihydro-2H-pyrido[3,4-f][1,4]oxazepine-9-carbonitrile